[3-(hydroxymethyl)cyclobutyl]Indazole-6-carboxylic acid methyl ester COC(=O)C1=CC=C2C(=NNC2=C1)C1CC(C1)CO